BrC1=CC=CC(=N1)C1(C(OCC1)=O)C 3-(6-bromopyridin-2-yl)-3-methyldihydrofuran-2(3H)-one